CC1=C(C=C(C=N1)NC(C1=CC(=NC=C1)[C@H](C(F)(F)F)OC)=O)C=1C=NC2=CC(=NC=C2C1)NC (R)-N-(6-methyl-5-(7-(methylamino)-1,6-naphthyridin-3-yl)pyridin-3-yl)-2-(2,2,2-trifluoro-1-methoxyethyl)isonicotinamide